C(C1=CC=CC=C1)OC1=CC(=C(C(=C1)F)C1=C(CCC2=CC(=CC=C12)OC)C1=CC=CC=C1)F 4-(4-benzyloxy-2,6-difluoro-phenyl)-7-methoxy-3-phenyl-1,2-dihydronaphthalene